melamine hydroperoxide [O-]O.N1=C(N)N=C(N)N=C1N